3-{2-[4-(2-cyclopentyloxy-pyridin-3-yl)-2,6-difluoro-phenyl]-cyclopropyl}-propionic acid C1(CCCC1)OC1=NC=CC=C1C1=CC(=C(C(=C1)F)C1C(C1)CCC(=O)O)F